UREA acrylate C(C=C)(=O)O.NC(=O)N